C(C1=CC=CC=C1)S(=O)(=O)C1=C(C(=O)NC2=CC=C(C=C2)F)C(=CC(=C1)[N+](=O)[O-])F 2-benzylsulfonyl-6-fluoro-N-(4-fluorophenyl)-4-nitrobenzamide